tert-Butyl 6-(hydroxyimino)-1,4-oxazepane-4-carboxylate ON=C1CN(CCOC1)C(=O)OC(C)(C)C